rac-(2R)-2-cyclopropyl-2-(((S)-2,2-difluoro-1-hydroxy-7-(trifluoromethylsulfanyl)-2,3-dihydro-1H-inden-4-yl)oxy)acetonitrile C1(CC1)[C@H](C#N)OC1=C2CC([C@H](C2=C(C=C1)SC(F)(F)F)O)(F)F |&1:3|